1,2-dioleyl-3-[(N,N-dimethylamino)ethylamino]propan-1-ol C(CCCCCCC\C=C/CCCCCCCC)C(C(CNCCN(C)C)CCCCCCCC\C=C/CCCCCCCC)O